N-[5-{4-(trifluoromethyl)phenoxy}chroman-3-yl]acrylamide FC(C1=CC=C(OC2=C3CC(COC3=CC=C2)NC(C=C)=O)C=C1)(F)F